N-{4-[2-(2-chloro-6-fluorophenyl)acetylamino]pyridin-2-yl}-N-(3-chloro-4-methylphenyl)acetamide ClC1=C(C(=CC=C1)F)CC(=O)NC1=CC(=NC=C1)N(C(C)=O)C1=CC(=C(C=C1)C)Cl